C(C)(C)(C)OC(=O)N1C[C@@H](N(CC1)C=1C2=C(N=CN1)N(C=C2C(=O)O)C2=CC(=CC=C2)Cl)C 4-[(2S)-4-[(tert-butoxy)carbonyl]-2-methylpiperazin-1-yl]-7-(3-chlorophenyl)-7H-pyrrolo[2,3-d]pyrimidine-5-carboxylic acid